BrC1=C(C(=CC=C1)NC1=C(C=C(C=C1)C(C)(C)C)C1=CC=CC=C1)N 3-bromo-N-(5-(tert-butyl)-[1,1'-biphenyl]-2-yl)benzene-1,2-diamine